(2S,4S)-N-(6-Bromopyridin-2-yl)-4-hydroxypyrrolidine-2-carboxamide hydrochloride Cl.BrC1=CC=CC(=N1)NC(=O)[C@H]1NC[C@H](C1)O